CC1=NC(=CC=C1N1CCN(CC1)CC=1C=CC=2C3=C(C(NC2C1F)=O)C=CO3)C(NC)=O 7-((4-(2-methyl-6-(methylcarbamoyl)pyridin-3-yl)piperazin-1-yl)methyl)-6-fluoro-furo[3,2-c]quinolin-4(5H)-one